3-[4-(Isopropylsulfonylamino)phenyl]-1-sulfamoyl-pyrrole-2-carboxylic acid C(C)(C)S(=O)(=O)NC1=CC=C(C=C1)C1=C(N(C=C1)S(N)(=O)=O)C(=O)O